OC=1C(=NN(C(C1)=O)C1=C(C=CC=C1F)CC)C(=O)OC methyl 4-hydroxy-1-(2-ethyl-6-fluorophenyl)-6-oxo-1,6-dihydropyridazine-3-carboxylate